C1CC12CCN(CC2)C2=C(C1=C(N=CN1C)C(=C2)Br)C(=O)NC2=NC(=CC(=C2)C)N2CCC(CC2)(F)F 5-{6-azaspiro[2.5]oct-6-yl}-7-bromo-N-[6-(4,4-difluoropiperidin-1-yl)-4-methylpyridin-2-yl]-3-methyl-1,3-benzodiazole-4-carboxamide